C(C1=CC=CC=C1)(=O)OC[C@]1(O[C@H](COC1)N1C(NC(C=C1)=O)=O)CO[Si](C(C)C)(C(C)C)C(C)C [(2S,6R)-6-(2,4-dioxopyrimidin-1-yl)-2-(triisopropylsilyloxymethyl)-1,4-dioxan-2-yl]-methyl benzoate